3-(2-(2-(1-aminopiperidin-4-yl)-2,7-diazaspiro[3.5]non-7-yl)pyrimidin-5-yl)piperidine-2,6-dione NN1CCC(CC1)N1CC2(C1)CCN(CC2)C2=NC=C(C=N2)C2C(NC(CC2)=O)=O